2H-tetrazol-5-yl(phenyl)-1H-benzo[d]imidazole-2-carboxylate N=1NN=NC1C1=CC=CC=2N(C(=NC21)C(=O)[O-])C2=CC=CC=C2